(R,E)-N-(1-(4-bromo-2-methylphenyl)ethylidene)-2-methylpropane-2-sulfinamide BrC1=CC(=C(C=C1)\C(\C)=N\[S@](=O)C(C)(C)C)C